isoquinoline-6(5H)-carboxylic acid tert-butyl ester C(C)(C)(C)OC(=O)C1CC=2C=CN=CC2C=C1